iodononanoic acid IC(C(=O)O)CCCCCCC